C(C1=CC=CC=C1)SC1=CC(=C(N)C=C1)OC 4-(benzylthio)-2-methoxyaniline